OCC=1C=C2COC(C2=CC1)=O 5-(hydroxymethyl)isobenzofuran-1(3H)-one